C(C)(C)(C)OC(=O)N(C)CCN1N=NC(=C1)CS(=O)C1=CC=C(C=C1)OC 1-[2-(N-tert-butoxycarbonyl-N-methylamino)-ethyl]-4-[(4-methoxyphenyl)sulfinylmethyl]-1H-1,2,3-triazole